3,3-dimethyl-2-oxoazetidin CC1(C(NC1)=O)C